P(OCC(CCCC)CC)(OC1=CC=CC=C1)OC1=CC=CC=C1 phosphorous acid, 2-ethylhexyl diphenyl ester